(NE)-N-[1-[3-(4,6-dimethyl-5-oxo-1,3,4-oxadiazin-2-yl)pyrazin-2-yl]ethylidene]-2-methyl-propane-2-sulfinamide CN1N=C(OC(C1=O)C)C=1C(=NC=CN1)\C(\C)=N\S(=O)C(C)(C)C